(2r,6r)-tert-butyl 2-((benzyloxy) methyl)-6-methylmorpholine-4-carboxylate C(C1=CC=CC=C1)OC[C@H]1CN(C[C@H](O1)C)C(=O)OC(C)(C)C